Ethyl (E)-(3-(3,4-dimethoxyphenyl)acryloyl)-L-phenylalaninate COC=1C=C(C=CC1OC)/C=C/C(=O)N[C@@H](CC1=CC=CC=C1)C(=O)OCC